(S,E)-4-(8-Amino-3-(1-(4-methoxybut-2-enoyl)piperidin-2-yl)imidazo[1,5-a]pyrazin-1-yl)-N-(5-ethylthiazol-2-yl)benzamide NC=1C=2N(C=CN1)C(=NC2C2=CC=C(C(=O)NC=1SC(=CN1)CC)C=C2)[C@H]2N(CCCC2)C(\C=C\COC)=O